calcium epoxypropane C1C(C)O1.[Ca]